O=C1C=2C=C(C=CC2C2=C1N=C(N=C2)C(F)(F)F)/C=C/C#N (E)-3-(9-oxo-2-(trifluoromethyl)-9H-indeno[2,1-d]pyrimidin-7-yl)acrylonitrile